6-(3-(5-(1-ethylpiperidin-4-yl)-3-fluoropyridin-2-yl)-4-isopropyl-1H-pyrazol-5-yl)-8-methoxy-[1,2,4]triazolo[1,5-a]pyridine C(C)N1CCC(CC1)C=1C=C(C(=NC1)C1=NNC(=C1C(C)C)C=1C=C(C=2N(C1)N=CN2)OC)F